C(C)OC(=O)C=1C=CC(=C(C1)C=1CN(CC1)C(=O)OC(C)(C)C)OC tert-butyl 3-(5-(ethoxycarbonyl)-2-methoxyphenyl)-2,5-dihydro-1H-pyrrole-1-carboxylate